C(=O)(O)C(O)C(O)C(=O)O.N1=CC=CC(=C1)C1N(C)CCC1 (-)-Nicotine tartrate